8-((2s,5r)-4-((5-fluoropyridin-3-yl)(p-tolyl)methyl)-2,5-dimethylpiperazin-1-yl)-5-methyl-6-oxo-5,6-dihydro-1,5-naphthyridine-2-carbonitrile FC=1C=C(C=NC1)C(N1C[C@@H](N(C[C@H]1C)C1=CC(N(C=2C=CC(=NC12)C#N)C)=O)C)C1=CC=C(C=C1)C